(S)-1-(2-fluoro-4-(2-(3-fluoro-2-hydroxyphenyl)-3-oxo-7-oxa-2-azaspiro[3.5]nonan-1-yl)-5-methoxyphenyl)piperidine-4-carbaldehyde FC1=C(C=C(C(=C1)[C@@H]1N(C(C12CCOCC2)=O)C2=C(C(=CC=C2)F)O)OC)N2CCC(CC2)C=O